7-(3,4,5-trimethoxyphenyl)-[1,2,4]triazolo[1,5-a]pyrimidin-2-amine COC=1C=C(C=C(C1OC)OC)C1=CC=NC=2N1N=C(N2)N